N-(((1S,4S,5S)-4-(4-((R)-8-azido-2-methyl-3-phenyloctan-2-yl)-2,6-dimethoxyphenyl)-6,6-dimethylbicyclo[3.1.1]hept-2-en-2-yl)methyl)pent-4-ynamide N(=[N+]=[N-])CCCCC[C@@H](C(C)(C)C1=CC(=C(C(=C1)OC)[C@H]1C=C([C@@H]2C([C@H]1C2)(C)C)CNC(CCC#C)=O)OC)C2=CC=CC=C2